CC(COC(C=1C(C(=O)OCC(CCCC)(C)C)=CC=CC1)=O)(CCCC)C.C(C)(=O)N(C(C)=O)C1=C(C(F)(F)F)C=CC=C1Br 2-(N,N-diacetyl)amino-3-bromotrifluorotoluene di-(2,2-dimethylhexyl)phthalate